ClC=1C=C(C=C(C1)Cl)C=1C=CC=C2C(=C(C=NC12)C(=O)N[C@H]1CCOC2=CC=CC=C12)OC 8-(3,5-dichlorophenyl)-N-[(4S)-3,4-dihydro-2H-chromen-4-yl]-4-methoxyquinoline-3-carboxamide